O=C1NC(CCC1N1C(C2=CC=C(C=C2C1)CNC(C(C1CCC(CC1)C)(F)F)=O)=O)=O N-((2-(2,6-dioxopiperidin-3-yl)-1-oxoisoindolin-5-yl)methyl)-2,2-difluoro-2-(4-methylcyclohexyl)acetamide